BrC1=CN=C(N1C)C(=O)NC1=CC(=C(C(=O)OCC2=CC=C(C=C2)OC)C=C1)Cl (4-methoxyphenyl)methyl 4-[(5-bromo-1-methyl-imidazole-2-carbonyl)amino]-2-chloro-benzoate